1-(2,5-dioxopyrrolidin-1-yloxy)-1-oxo-4-(pyridin-2-yldisulfanyl)butane-2-sulfonic acid O=C1N(C(CC1)=O)OC(C(CCSSC1=NC=CC=C1)S(=O)(=O)O)=O